N-((S)-1-((4-(hydroxymethyl)phenyl)amino)-1-oxopropane-2-yl)-3-methylbutanamide OCC1=CC=C(C=C1)NC([C@H](C)NC(CC(C)C)=O)=O